ClC1=CC=C2C(=C3N(C2=C1Cl)CC(CC3)NS(=O)(=O)CCC(=O)NC)C=3C=NNC3 3-(N-(3,4-Dichloro-10-(1H-pyrazol-4-yl)-6,7,8,9-tetrahydropyrido[1,2-a]indol-7-yl)sulfamoyl)-N-methylpropanamide